C(C)(C)(C)OC(=O)N1C(C(CC1)CNNC(=O)OCC1=CC=CC=C1)=O 3-((2-((benzyloxy)carbonyl)hydrazino)methyl)-2-oxopyrrolidine-1-carboxylic acid tert-butyl ester